FC=1C=CC=C2C=C(C=NC12)C(=O)NC(CC(=C)C)(C)COC1=CC=C(C=C1)F 8-fluoro-N-[1-[(4-fluorophenoxy)methyl]-1,3-dimethyl-but-3-enyl]quinoline-3-carboxamide